tert-Butyl (5S,8S,11S)-8-(2-(tert-butoxy)-2-oxoethyl)-11-((3,5-dimethoxyphenyl)carbamoyl)-5-(naphthalen-2-ylmethyl)-3,6,9-trioxo-1-phenyl-2-oxa-4,7,10-triazatetradecan-14-oate C(C)(C)(C)OC(C[C@H](NC([C@@H](NC(OCC1=CC=CC=C1)=O)CC1=CC2=CC=CC=C2C=C1)=O)C(N[C@@H](CCC(=O)OC(C)(C)C)C(NC1=CC(=CC(=C1)OC)OC)=O)=O)=O